Cl.COC1=C(C=CC=C1)S(=O)(=O)N 2-methoxybenzenesulfonamide hydrochloride